C(CCC)OC1=CC=C(C=C1)S(=O)(=O)NCCCN1CCC(CC1)CC1=CC(=C(C=C1)OC)OC 4-butoxy-N-(3-(4-(3,4-dimethoxybenzyl)piperidin-1-yl)propyl)benzenesulfonamide